Tert-butyl 4-oxo-6-azaspiro[2.5]octane-6-carboxylate O=C1C2(CC2)CCN(C1)C(=O)OC(C)(C)C